C1(=CC=CC=C1)C[C@@H](C)OS(=O)(=O)C1=CC=C(C=C1)C 4-Methylbenzenesulfonic acid (2R)-1-phenyl-2-propyl ester